CCCC(=O)OCC The molecule is a butyrate ester resulting from the formal condensation of the hydroxy group of ethanol with the carboxy group of butyric acid. It has a role as a plant metabolite. It derives from an ethanol.